FC1(CCC=2C1=NC(=CC2CO)C(=O)OC)F methyl 7,7-difluoro-4-(hydroxymethyl)-6,7-dihydro-5H-cyclopenta[b]pyridine-2-carboxylate